FC(C(=O)O)(F)F.C(C)OC=1C=C(C=CC1)C(CS(=O)(=O)C)N1C=NC2=CC=C(C=C2C1=O)C=1C=NNC1 3-(1-(3-ethoxyphenyl)-2-(methylsulfonyl)ethyl)-6-(1H-pyrazol-4-yl)quinazolin-4(3H)-one 2,2,2-trifluoroacetate